NC=1N=NC(=CC1N1CC2CCC(C1)N2C2=CC(=NC=C2)OCCN2CCN(CC2)C(=O)OCC2=CC=CC=C2)Cl benzyl 4-[2-[[4-[3-(3-amino-6-chloro-pyridazin-4-yl)-3,8-diazabicyclo[3.2.1]octan-8-yl]-2-pyridyl]oxy]ethyl]piperazine-1-carboxylate